FC=1C(=CC=C2C=NN(C12)C)CC1CC2(CN(C2)C(=O)C2CC(C2)(C)O)C1 (6-((7-Fluoro-1-methyl-1H-indazol-6-yl)methyl)-2-azaspiro[3.3]heptan-2-yl)((1s,3s)-3-hydroxy-3-methylcyclobutyl)methanon